FC(C(=O)[O-])(F)F.C(CC)[NH2+]CCC dipropyl-ammonium trifluoroacetate